2-methyl-2-(oxan-2-yloxy)propan CC(C)(C)OC1OCCCC1